tert-butyl N-[rac-1-[(2,4-dimethylphenoxy)methyl]-2-hydroxy-ethyl]carbamate CC1=C(OC[C@@H](CO)NC(OC(C)(C)C)=O)C=CC(=C1)C |r|